COC(CC1=CC(=CC(=C1)C1CC1)S(N(CC1=CC=C(C=C1)OC)CC1=CC=C(C=C1)OC)(=O)=O)=O.C1(CC1)C=1C=C(C=C(C1)CCO)S(=O)(=O)N(CC1=CC=C(C=C1)OC)CC1=CC=C(C=C1)OC 3-cyclopropyl-5-(2-hydroxyethyl)-N,N-bis(4-methoxybenzyl)-benzene-sulfonamide Methyl-2-(3-(N,N-bis(4-methoxybenzyl)sulfamoyl)-5-cyclopropylphenyl)acetate